6-[(1S,4S)-5-Methyl-2,5-diazabicyclo[2.2.1]heptan-2-yl]-N-{2-[3-(trifluoromethyl)pyridin-2-yl]-[1,3]thiazolo[5,4-c]pyridin-6-yl}pyridin-2-amine CN1[C@@H]2CN([C@H](C1)C2)C2=CC=CC(=N2)NC2=CC1=C(C=N2)SC(=N1)C1=NC=CC=C1C(F)(F)F